OC1=C(C(=O)O)C=CC=N1 2-Hydroxy-nicotinic acid